BrC1=C(C=CC2=C1C(N(S2(=O)=O)C)(F)F)OC=2C=C(C#N)C=C(C2)F 3-((4-bromo-3,3-difluoro-2-methyl-1,1-dioxido-2,3-dihydrobenzo[d]isothiazol-5-yl)oxy)-5-fluorobenzonitrile